FC1=CC(=C(C=C1C1=CC(=CC(=C1)N1CCOCC1)F)NC(=O)C1=CNC(C=C1C(F)(F)F)=O)N1C[C@H](N([C@H](C1)C)C)C N-[4-fluoro-5-(3-fluoro-5-morpholin-4-ylphenyl)-2-[(3R,5S)-3,4,5-trimethylpiperazin-1-yl]phenyl]-6-oxo-4-(trifluoromethyl)-1H-pyridine-3-carboxamide